Cl.COC(CC(=O)O)CC(CC)C 3-methoxy-5-methylheptanoic acid HCl salt